N-[(3R)-1-methylpiperidin-3-yl]-1-[4-(trifluoromethyl)phenyl]pyrido[3,4-d]pyridazin CN1C[C@@H](CCC1)N1N=CC2=C(C1C1=CC=C(C=C1)C(F)(F)F)C=CN=C2